(S)-1-(3-(2-(2-methylazetidin-1-yl)-6,7-dihydro-5H-cyclopenta[d]pyrimidin-4-yl)benzamido)cyclopropane-1-carboxylic acid C[C@@H]1N(CC1)C=1N=C(C2=C(N1)CCC2)C=2C=C(C(=O)NC1(CC1)C(=O)O)C=CC2